COC1=CC=C(C=C1)S1(SP(P1)(C1=CC=C(C=C1)OC)=S)=S 2,4-bis(4-methoxyphenyl)-1,2,3,4-dithiadiphosphetane 2,4-disulfide